3-vinyl-5-methyl-2-oxazolidone C(=C)N1[CH-]OC(C1=O)C